2-chloro-1-(4-(2-ethoxy-6-fluorobenzyl)piperazin-1-yl)ethan-1-one ClCC(=O)N1CCN(CC1)CC1=C(C=CC=C1F)OCC